ClC=1C=C(C=CC1C=1N(C2=NC=NC(=C2N1)OC1(CC1)C)CC1=NC=CC(=C1)C)N1CC(C1)C(=O)NC 1-(3-chloro-4-(6-(1-methylcyclopropoxy)-9-((4-methylpyridin-2-yl)methyl)-9H-purin-8-yl)phenyl)-N-methylazetidine-3-carboxamide